3-(4-((3,6-diazabicyclo[3.1.1]heptan-3-yl)methyl)-1-oxoisoindolin-2-yl)piperidine-2,6-dione C12CN(CC(N1)C2)CC2=C1CN(C(C1=CC=C2)=O)C2C(NC(CC2)=O)=O